[N+](=O)(O)[O-].[N+](=O)(O)[O-].[N+](=O)(O)[O-].C1(=CC=CC=C1)O phenol trinitrate